[3,6-difluoro-5-(2-fluoroethoxy)-2-pyridyl]amine FC=1C(=NC(=C(C1)OCCF)F)N